F.NN1N=C2C(=N1)C=CC=C2 2-aminobenzotriazole hydrofluoride